FC(CNCCNC(=O)N)(F)F 1-(2-((2,2,2-trifluoroethyl)amino)ethyl)urea